ClC=1C=C(CSCC(=O)O)C=C(C1CC1=C(C(=C(C=C1)O)C(C)C)F)Cl 2-((3,5-dichloro-4-(2-fluoro-4-hydroxy-3-isopropylbenzyl)benzyl)thio)acetic acid